N-methyl-6-(2-methylimidazo[1,2-b]pyridazin-6-yl)-N-(2,2,6,6-tetramethylpiperidin-4-yl)[1,3]thiazolo[4,5-b]pyrazin-2-amine CN(C=1SC=2C(=NC=C(N2)C=2C=CC=3N(N2)C=C(N3)C)N1)C1CC(NC(C1)(C)C)(C)C